10-oxodecenoic acid O=CCCCCCCC=CC(=O)O